6-bromo-1-methyl-3-((1-methyl-1H-pyrazol-3-yl)methyl)-1H-indazole BrC1=CC=C2C(=NN(C2=C1)C)CC1=NN(C=C1)C